O=C1N(CCCC1)CCNC(=O)C=1C=NC2=CC=C(C=C2C1)C=1C=NNC1 N-(2-(2-oxopiperidin-1-yl)ethyl)-6-(1H-pyrazol-4-yl)quinoline-3-carboxamide